1,4-bis-(4'-amino-2'-trifluoromethylphenoxy)benzene NC1=CC(=C(OC2=CC=C(C=C2)OC2=C(C=C(C=C2)N)C(F)(F)F)C=C1)C(F)(F)F